tert-Butyl (5-chloro-6-(3,3-difluorocyclobutyl)pyridin-3-yl)carbamate ClC=1C=C(C=NC1C1CC(C1)(F)F)NC(OC(C)(C)C)=O